Cl.FC1=C(C=CC(=C1)C=1N(N=C2C1CNCC2)C2=C(C=CC=C2C)OCC(C)C)NC(=O)N 1-(2-fluoro-4-(2-(2-isobutoxy-6-methylphenyl)-4,5,6,7-tetrahydro-2H-pyrazolo[4,3-c]pyridin-3-yl)phenyl)urea hydrochloride